C(CCCCCCCCCCCCCCC)NC(CC(C(=O)[O-])S(=O)(=O)O)=O.[Na+].[Na+].[C+4].[Re+4].[Cu+2].C(CCCCCCCCCCCCCCC)NC(CC(C(=O)[O-])S(=O)(=O)O)=O.C(CCCCCCCCCCCCCCC)NC(CC(C(=O)[O-])S(=O)(=O)O)=O.C(CCCCCCCCCCCCCCC)NC(CC(C(=O)[O-])S(=O)(=O)O)=O.C(CCCCCCCCCCCCCCC)NC(CC(C(=O)[O-])S(=O)(=O)O)=O.C(CCCCCCCCCCCCCCC)NC(CC(C(=O)[O-])S(=O)(=O)O)=O.C(CCCCCCCCCCCCCCC)NC(CC(C(=O)[O-])S(=O)(=O)O)=O.C(CCCCCCCCCCCCCCC)NC(CC(C(=O)[O-])S(=O)(=O)O)=O.C(CCCCCCCCCCCCCCC)NC(CC(C(=O)[O-])S(=O)(=O)O)=O.C(CCCCCCCCCCCCCCC)NC(CC(C(=O)[O-])S(=O)(=O)O)=O.C(CCCCCCCCCCCCCCC)NC(CC(C(=O)[O-])S(=O)(=O)O)=O.C(CCCCCCCCCCCCCCC)NC(CC(C(=O)[O-])S(=O)(=O)O)=O copper-rhenium carbon disodium 4-(hexadecylamino)-4-oxo-2-sulfobutyrate